C1(CCCCC1)C=1C(=CC2=C(N(C(N=C2N2[C@H](CN[C@@H](C2)C)C)=O)C=2C(=NC=CC2C)C(C)C)N1)C#N 7-cyclohexyl-4-((2S,5R)-2,5-dimethylpiperazin-1-yl)-1-(2-isopropyl-4-methylpyridine-3-yl)-2-oxo-1,2-dihydropyrido[2,3-d]pyrimidine-6-carbonitrile